(2S,3R,4R,5S)-3,4,5-tris(benzyloxy)-2-(bromomethyl)-1-(2-cyclohexylethyl)piperidine C(C1=CC=CC=C1)O[C@@H]1[C@H](N(C[C@@H]([C@H]1OCC1=CC=CC=C1)OCC1=CC=CC=C1)CCC1CCCCC1)CBr